Tert-butyl N-[3-(tert-butoxycarbonylamino)-4-[3-[[4-[4-[6-chloro-4-(trifluoromethyl)-2-pyridyl]piperazin-1-yl]sulfonylphenyl]carbamoyl]anilino]-4-oxo-butyl]carbamate C(C)(C)(C)OC(=O)NC(CCNC(OC(C)(C)C)=O)C(=O)NC1=CC(=CC=C1)C(NC1=CC=C(C=C1)S(=O)(=O)N1CCN(CC1)C1=NC(=CC(=C1)C(F)(F)F)Cl)=O